FC(C(=O)O)(F)F.FC=1C=C(C=CC1C(C)C)C1(CCC1)NC (3-fluoro-4-isopropylphenyl)-N-methylcyclobutan-1-amine, trifluoroacetate salt